C(=O)=[Fe](C1C=CC=C1)(C1C=CC=C1)(=C=O)(=C=O)=C=O tetracarbonylbis(cyclopentadienyl)iron